4-(3-(2,4-Difluoro-3-hydroxy-5-(trifluoromethyl)phenyl)-1-methyl-1H-pyrazolo[4,3-c]pyridin-6-yl)-2-oxopiperazine-1-carboxylic acid FC1=C(C=C(C(=C1O)F)C(F)(F)F)C1=NN(C2=C1C=NC(=C2)N2CC(N(CC2)C(=O)O)=O)C